(2-nitrophenyl)(5-(2-nitrophenyl)oxazol-2-yl)methanone [N+](=O)([O-])C1=C(C=CC=C1)C(=O)C=1OC(=CN1)C1=C(C=CC=C1)[N+](=O)[O-]